BrC1=CC=C(C=C1)[C@]12[C@](C3=NC=CC=C3O1)([C@@H]([C@@H]([C@H]2C2=CC=CC=C2)C(=O)O)O)O |r| rac-(5aR,6S,7R,8R,8aS)-5a-(4-bromophenyl)-8,8a-dihydroxy-6-phenyl-5a,7,8,8a-tetrahydro-6H-cyclopenta[4,5]furo[3,2-b]pyridine-7-carboxylic acid